C1(=CC=CC=C1)S(=O)(=O)OC1=C(C=CC=C1)NC(=O)NC1=CC(=CC=C1)OS(=O)(=O)C1=CC=C(C=C1)OC N-[2-(phenylsulfonyloxy)phenyl]-N'-[3-(p-methoxybenzenesulfonyloxy)phenyl]urea